BrC=1C(=NC(=CC1)Cl)CN (3-bromo-6-chloropyridin-2-yl)methylamine